N,N'-dimethyl-1,3-propanediamine hydrochloride Cl.CNCCCNC